4-[3-[2-(dimethylamino)ethyl-methyl-amino]-2-nitro-anilino]piperidine-1-carboxylic acid tert-butyl ester C(C)(C)(C)OC(=O)N1CCC(CC1)NC1=C(C(=CC=C1)N(C)CCN(C)C)[N+](=O)[O-]